tricresyl-(2,4,6-trimethylphenol) C1(=CC=C(C=C1)C)OC1=C(C(=C(C(=C1C)C1=CC=C(C=C1)C)C)C1=CC=C(C=C1)C)C